sulfamoyl-phenyl-ureidobenzamidine S(N)(=O)(=O)C1=C(C(=C(C(=N)N)C=C1)NC(=O)N)C1=CC=CC=C1